FC(C1=CC=C(C=C1)P(C1=CC=C(C=C1)C(F)(F)F)C1=CC=C(C=C1)C(F)(F)F)(F)F tri(4-trifluoromethyl-phenyl)phosphine